2-(((3S,4R,5R,6R)-4,5-bis(benzyloxy)-6-((benzyloxy)methyl)tetrahydro-2H-pyran-3-yl)amino)-6-methoxyisonicotinamide C(C1=CC=CC=C1)O[C@@H]1[C@H](CO[C@@H]([C@@H]1OCC1=CC=CC=C1)COCC1=CC=CC=C1)NC=1C=C(C(=O)N)C=C(N1)OC